FC(CCS(=O)(=O)NC1=C(C(=C(C=C1F)OC1=NC=CC=C1C1=NC(=NC=C1)N[C@@H]1CNC[C@H](C1)F)F)F)(F)F 3,3,3-trifluoro-N-(2,3,6-trifluoro-4-((3-(2-(((3S,5S)-5-fluoro-3-piperidyl)amino)pyrimidin-4-yl)-2-pyridyl)oxy)phenyl)propane-1-sulfonamide